ClC=1C=C2CCC[C@]3(COC4=CC=C5C(NS(CCCCCS([C@H]6CC[C@H]6CN(C3)C4=C5)(=O)=O)(=O)=O)=O)C2=CC1 (1S,3'S,6'S)-6-CHLORO-3,4-DIHYDRO-2H,15'H-SPIRO[NAPHTHALENE-1,22'-[20]OXA[7,13]DITHIA[1,14]DIAZATETRACYCLO[14.7.2.03,6.019,24]PENTACOSA[16,18,24]TRIEN]-15'-ONE 7',7',13',13'-TETRAOXIDE